2-chloro-N-(1-isopropyl-piperidine-4-yl)-7-methoxyquinazoline-4-amine ClC1=NC2=CC(=CC=C2C(=N1)NC1CCN(CC1)C(C)C)OC